Methyl 3-(6-(chloromethyl)-5-methylpyridin-2-yl)-3-(3-(difluoromethyl)-8-methyl-[1,2,4]triazolo[4,3-a]pyridin-7-yl)-2,2-dimethylpropanoate ClCC1=C(C=CC(=N1)C(C(C(=O)OC)(C)C)C1=C(C=2N(C=C1)C(=NN2)C(F)F)C)C